(S)-4-(cyclopropyl(4-(5,6,7,8-tetrahydro-1,8-naphthyridin-2-yl)butyl)amino)-2-((6-(difluoromethyl)pyrimidin-4-yl)amino)butanoic acid C1(CC1)N(CC[C@@H](C(=O)O)NC1=NC=NC(=C1)C(F)F)CCCCC1=NC=2NCCCC2C=C1